4,4'-diamino-2,2'-bistrifluoromethyl-benzanilide NC1=CC(=C(C(=O)NC2=C(C=C(C=C2)N)C(F)(F)F)C=C1)C(F)(F)F